OCC1CCN(CC1)C1=CC=C(C=C1)C1=NC=2C=CC3=C(C2C=C1)C1=C(S3)C(N[C@@H](CN1)C)=O (R)-3-(4-(4-(hydroxymethyl)piperidin-1-yl)phenyl)-10-methyl-9,10,11,12-tetrahydro-8H-[1,4]diazepino[5',6':4,5]thieno[3,2-f]quinolin-8-one